C(C)OC(=O)C=1OC2=C(C1C)C=C(C=C2)S(N(CCC2=CC=CC=C2)C2=C(C=CC=C2)N2CCC(CC2)N)(=O)=O 5-(N-(2-(4-aminopiperidin-1-yl)phenyl)-N-phenethylsulfamoyl)-3-methylbenzofuran-2-carboxylic acid ethyl ester